1-[2-[4-[5-methyl-1-[4-(trifluoromethyl)phenyl]pyrazol-3-yl]piperazin-1-yl]ethyl]piperidin-4-ol CC1=CC(=NN1C1=CC=C(C=C1)C(F)(F)F)N1CCN(CC1)CCN1CCC(CC1)O